ClC=1C2=C(N(CN1)C=1C(=NC=CC1Cl)C(C)C)N=C(C(=C2)F)Cl 4,7-dichloro-1-(4-chloro-2-isopropylpyridin-3-yl)-6-fluoropyrido[2,3-d]pyrimidin